5-amino-N-(4-(2-fluoropyridin-3-yl)benzyl)-3,4-dimethylthieno[2,3-c]pyridazine-6-carboxamide NC1=C(SC=2N=NC(=C(C21)C)C)C(=O)NCC2=CC=C(C=C2)C=2C(=NC=CC2)F